N-(5-(((2S,4R)-2-methyl-4-((6-morpholinopyrimidin-4-yl)oxy)pyrrolidin-1-yl)methyl)thiazol-2-yl)acetamide C[C@@H]1N(C[C@@H](C1)OC1=NC=NC(=C1)N1CCOCC1)CC1=CN=C(S1)NC(C)=O